ClC1=CC2=C(N=CN=C2NCC(C)(C)C)C(=N1)C#N 6-Chloro-4-(neopentylamino)pyrido[3,4-d]pyrimidine-8-carbonitrile